4-methylfuran formate C(=O)O.CC=1C=COC1